6-methyl-3-(phenylthio)quinoxalin-2(1H)-one CC=1C=C2N=C(C(NC2=CC1)=O)SC1=CC=CC=C1